C1(CCCCC1)C=1N=C(N(C1)C(=O)N)OC Cyclohexyl-2-methoxy-1H-imidazole-1-carboxamide